FC1(OCCOC1)COC1=CC=C(C=C1)C=1C=C(C(NC1C(F)(F)F)=O)C(=O)N 5-(4-((2-Fluoro-1,4-dioxan-2-yl)methoxy)phenyl)-2-oxo-6-(trifluoromethyl)-1,2-dihydropyridine-3-carboxamide